5-(2,3-dichloro-6-methoxyphenyl)pyrrolidine-2-carboxylate ClC1=C(C(=CC=C1Cl)OC)C1CCC(N1)C(=O)[O-]